N-(5-chloro-4-(3-phenylisoxazolidin-2-yl)pyrimidin-2-yl)-2-methyl-1,2,3,4-tetrahydroisoquinolin-7-amine ClC=1C(=NC(=NC1)NC1=CC=C2CCN(CC2=C1)C)N1OCCC1C1=CC=CC=C1